C(CCCCC(=O)[O-])(=O)OC mono-Methyl adipate